OC[C@H]1N(CC/C(/C1)=N/OC)C(=O)C1=CC=C(C=C1)C1=C(C(=CC=C1)C#N)C (S,Z)-4'-(2-(Hydroxymethyl)-4-(methoxyimino)piperidine-1-carbonyl)-2-methyl-[1,1'-biphenyl]-3-carbonitrile